C1(CC1)S(=O)(=O)C=1C=C(C=CC1)C=1C=C2C(=NC1)NC=C2/C=C/C(=O)N[C@H](C)C2=CC(=C(C=C2)OC)OC (R,E)-3-(5-(3-(cyclopropylsulfonyl)phenyl)-1H-pyrrolo[2,3-b]pyridin-3-yl)-N-(1-(3,4-dimethoxyphenyl)ethyl)acrylamide